COC(C1=CC(=C(C=C1)N1C(C(=C(C=C1C)OCC1=C(C=C(C=C1)F)F)Br)=O)Cl)=O 4-[3-bromo-4-[(2,4-difluorobenzyl)oxy]-6-methyl-2-oxopyridin-1(2H)-yl]-3-chlorobenzoic acid methyl ester